NC1=CC(=NC=N1)N1CCC2(CC1)[C@@H](C1=CC=CC=C1C2)N[S@](=O)C(C)(C)C (R)-N-((S)-1'-(6-aminopyrimidin-4-yl)-1,3-dihydrospiro[indene-2,4'-piperidine]-1-yl)-2-methylpropan-2-sulfinamide